C1C=2N(C3C=CCCN1C3)C=C(CC2)C(=O)N 1,4,7,11-tetrahydro-3H-2,7-methanopyrido[1,2-a][1,4]diazonine-10-carboxamide